4-[E-2-(5,6,7,8-Tetrahydro-5,5,8,8-tetramethyl-2-naphthalenyl)-1-propenyl]benzoic acid CC1(C=2C=CC(=CC2C(CC1)(C)C)/C(=C/C1=CC=C(C(=O)O)C=C1)/C)C